C12(CC3CC(CC(C1)C3)C2)CC(=O)O 2-(adamantan-1-yl)acetic acid